C(C=C)(=O)NC(CC)S(=O)(=O)O 1-acrylamidopropanesulfonic acid